ONC(C1=CN=CC(=C1)NC(C(N1C(CCCC1)C1=CC=CC=C1)=O)=O)=O N-hydroxy-5-(2-oxo-2-(2-phenylpiperidin-1-yl)Acetamido)Nicotinamide